C(C)(C)(C)OC(=O)N1CCC2C1CN(CC2)C2=C1C(=C(NC1=C(C=C2F)C#N)C)C.N=2NC=NC2NC(C=2C(O)=CC=CC2)=O N-(2H-1,2,4-triazol-5-yl)salicylamide tert-butyl-6-(7-cyano-5-fluoro-2,3-dimethyl-1H-indol-4-yl)octahydro-1H-pyrrolo[2,3-c]pyridine-1-carboxylate